2,3,4-Tribenzyloxy-1-(1-iodoethyl)-6,8-dioxabicyclo[3.2.1]Octane C(C1=CC=CC=C1)OC1C2(COC(C(C1OCC1=CC=CC=C1)OCC1=CC=CC=C1)O2)C(C)I